Cl.N[C@H](CC(=O)O)CCCN (S)-3,6-diaminocaproic acid hydrochloride